C(#N)C=1C=NC(=NC1)C(C)NC(CC=1C(NC2=CC=C(C(=C2C1C)F)F)=O)=O N-(1-(5-cyanopyrimidin-2-yl)ethyl)-2-(5,6-difluoro-4-methyl-2-oxo-1,2-dihydroquinolin-3-yl)acetamide